hexa-2,4-dienal C(C=CC=CC)=O